3-[(allyloxycarbonylamino)methyl]-3,5,5-trimethylcyclohexylamino 3-butenoate C(CC=C)(=O)ONC1CC(CC(C1)(C)C)(C)CNC(=O)OCC=C